α-cyclobutylglycine C1(CCC1)C(N)C(=O)O